OCC1=C2C3(CC=4C(=NOC4C2=CC(=C1)OC)N(S(=O)(=O)C1=C(C=CC=C1)OC)CC[Si](C)(C)C)CC3 N-(6'-(hydroxymethyl)-8'-methoxy-4'H-spiro[cyclopropane-1,5'-naphtho[2,1-d]isoxazol]-3'-yl)-2-methoxy-N-(2-(trimethylsilyl)ethyl)benzenesulfonamide